ClC(C1=NC(=NO1)C1=CC=C(CNC=2C(C(C2NCC2=CC=C(C=C2)C)=O)=O)C=C1)(F)F 3-((4-(5-(chlorodifluoromethyl)-1,2,4-oxadiazol-3-yl)benzyl)amino)-4-((4-methylbenzyl)amino)cyclobut-3-ene-1,2-dione